tri(2-aminoethyl)phosphorus chloride NCC[P](CCN)(CCN)Cl